3-(4-(dimethylphosphoryl)phenyl)-6,7-difluoro-3-hydroxyindol-2-one CP(=O)(C)C1=CC=C(C=C1)C1(C(NC2=C(C(=CC=C12)F)F)=O)O